(1R,2R)-2-fluoro-N-(6-(2-((6-((Z)-1-(hydroxyimino)propyl)-4-methylpyridin-3-yl)amino)pyridin-3-yl)pyrimidin-4-yl)cyclopropane-1-carboxamide F[C@H]1[C@H](C1)C(=O)NC1=NC=NC(=C1)C=1C(=NC=CC1)NC=1C=NC(=CC1C)\C(\CC)=N/O